4-[[2-(1,3-Benzoxazol-2-yl)-1-[[[1-[(2,4-dimethoxyphenyl)methylamino]-5-isoquinolyl]amino]methyl]-2-azabicyclo[2.1.1]hexan-4-yl]methoxy]-1-methylpyridin-2-one O1C(=NC2=C1C=CC=C2)N2C1(CC(C2)(C1)COC1=CC(N(C=C1)C)=O)CNC1=C2C=CN=C(C2=CC=C1)NCC1=C(C=C(C=C1)OC)OC